C(C1=CC=CC=C1)OC=1C(=NC=CC1Cl)N 3-(benzyloxy)-4-chloropyridin-2-amine